BrC1=CC=C(C(=C1C(C(=O)O)C(F)F)F)Cl 6-bromo-3-chloro-β,β,2-trifluoro-phenylpropionic acid